(S)-3-(5-(((3R*,4S*)-4-cyclopentylpyrrolidin-3-yl)oxy)-1-oxoisoindolin-2-yl)piperidine-2,6-dione C1(CCCC1)[C@@H]1[C@H](CNC1)OC=1C=C2CN(C(C2=CC1)=O)[C@@H]1C(NC(CC1)=O)=O |o1:5,6|